3-({[(1R)-6-[(dimethyl-1,2-oxazol-4-yl)(methyl)amino]-1,2,3,4-tetrahydronaphthalen-1-yl]methyl}amino)pyridine-4-carboxylic acid methyl ester COC(=O)C1=C(C=NC=C1)NC[C@@H]1CCCC2=CC(=CC=C12)N(C)C=1C(=NOC1C)C